benzyl (rac)-6-(3-bromo-2-fluorobenzyl)-3,6-dihydropyridine-1(2H)-carboxylate BrC=1C(=C(C[C@@H]2C=CCCN2C(=O)OCC2=CC=CC=C2)C=CC1)F |r|